2-methyl-2-propanyl (3aS,4R,6aR)-4-[(6-bromo-3-pyridazinyl)amino]hexahydrocyclopenta[c]pyrrole-2(1H)-carboxylate BrC1=CC=C(N=N1)N[C@@H]1CC[C@H]2CN(C[C@H]21)C(=O)OC(C)(C)C